NC1=CC(=CC2=C1NC(=N2)C(CC2=CC=CC=C2)N2C(C=C(C=C2)C2=C(C=CC(=C2)Cl)N2N=NN=C2)=O)C(=O)O 7-amino-2-(1-(4-(5-chloro-2-(1H-tetrazol-1-yl)phenyl)-2-oxopyridin-1(2H)-yl)-2-phenylethyl)-1H-benzo[d]imidazole-5-carboxylic acid